O=C1NC(CCC1N1C(C2=CC=C(C=C2C1=O)F)=O)=O 2-(2,6-Dioxopiperidin-3-yl)-5-fluoroisoindole-1,3-dione